ClC=1C=CC(=NC1N1C=NC=C1)C(=O)NC1CCC(CC1)OC 5-chloro-6-(1H-imidazol-1-yl)-N-((1r,4r)-4-methoxycyclohexyl)pyridinecarboxamide